NC1=CC=C(N=N1)CCCCC1=NN=C([Se]1)NC(CC1=CC=CC=C1)=O N-(5-(4-(6-aminopyridazin-3-yl)butyl)-1,3,4-selenadiazol-2-yl)-2-phenylacetamide